BrC1=C(C2=C(N(C(=N2)[C@H]([C@@H](C)O[C@@H](C(F)(F)F)C)N)COCC[Si](C)(C)C)C=C1)F (1R,2R)-1-(5-bromo-4-fluoro-1-((2-(trimethylsilyl)ethoxy)methyl)-1H-benzo[d]imidazol-2-yl)-2-(((R)-1,1,1-trifluoropropan-2-yl)oxy)propan-1-amine